SC=1C=C(C=CC1)C(C(=O)O)C.SC=1C=C(C=CC1)C(C(=O)O)C.SC=1C=C(C=CC1)C(C(=O)O)C.C(CCCCCCC)(O)O octanediol tris(3-mercaptophenylpropionate)